tert-butyl (3S,5R)-4-(2-((3-(2,6-dioxopiperidin-3-yl)-1-methyl-1H-indazol-7-yl) amino)-2-oxoethyl)-3,5-dimethylpiperazine-1-carboxylate O=C1NC(CCC1C1=NN(C2=C(C=CC=C12)NC(CN1[C@H](CN(C[C@H]1C)C(=O)OC(C)(C)C)C)=O)C)=O